2-(2,3-Dichlorophenyl)-N-[(4S)-3,4-dihydro-2H-chromen-4-yl]quinoxaline-6-carboxamide ClC1=C(C=CC=C1Cl)C1=NC2=CC=C(C=C2N=C1)C(=O)N[C@H]1CCOC2=CC=CC=C12